C(C=C)(=O)N1C2=C(OCC1)C=C(C=C2)C2=CC=C(C=C2)C=2C=1N(C=C(C2)C=2C=NN(C2)C)N=CC1C#N 4-(4-(4-propenoyl-3,4-dihydro-2H-benzo[b][1,4]oxazin-7-yl)phenyl)-6-(1-methyl-1H-pyrazol-4-yl)pyrazolo[1,5-a]pyridine-3-carbonitrile